ClC1=C(C=C(C=C1)F)C1=CC=C(N=N1)NC1C[C@@H]2[C@@H](CN(C2)CC=2C=NC3=CC=CC=C3C2)C1 (3aR,5s,6aS)-N-[6-(2-chloro-5-fluoro-phenyl)pyridazin-3-yl]-2-(3-quinolyl-methyl)-3,3a,4,5,6,6a-hexahydro-1H-cyclopenta[c]pyrrol-5-amine